3-chloro-6-methyl-2-[(1E)-prop-1-en-1-yl]phenol ClC=1C(=C(C(=CC1)C)O)\C=C\C